4-((2-fluoro-3-methoxypropyl)(4-(5,6,7,8-tetrahydro-1,8-naphthyridin-2-yl)butyl)amino)-2-((5-phenylpyrimidin-4-yl)amino)butanoic acid FC(CN(CCC(C(=O)O)NC1=NC=NC=C1C1=CC=CC=C1)CCCCC1=NC=2NCCCC2C=C1)COC